F[P-](F)(F)(F)(F)F.CN(C)[C+](N1N=[N+](C2=C1C=CC=C2)[O-])N(C)C 3-[bis(dimethylamino)methyliumyl]-3H-benzotriazole-1-oxide hexafluorophosphate